COC1=CC=C(CN(S(=O)(=O)C2=CC=NN2CCCCCOC2=NC=CC(=C2)C2=C(C(=CC=C2)C(C)C)CC(=O)O)CC2=CC=C(C=C2)OC)C=C1 2-(2-(2-((5-(5-(N,N-bis(4-methoxybenzyl)sulfamoyl)-1H-pyrazol-1-yl)pentyl)-oxy)pyridin-4-yl)-6-isopropylphenyl)acetic acid